(R)-3-(2-((benzyloxy)methyl)-7-oxo-2,3,7,9-tetrahydro-8H-[1,4]dioxino[2,3-e]isoindol-8-yl)-3λ3-piperidine-2,6-dione C(C1=CC=CC=C1)OC[C@@H]1COC=2C(=C3CN(C(C3=CC2)=O)[C]2C(NC(CC2)=O)=O)O1